COC(=O)[C@@H]1CN(CC[C@H]1NC(=O)C1=NOC(=C1)C1=C(C=C(C=C1)F)F)C(=O)OC(C)(C)C |r| Racemic-(3R,4R)-4-{[5-(2,4-difluoro-phenyl)-isoxazole-3-carbonyl]-amino}-piperidine-1,3-dicarboxylic acid 1-tert-butyl ester 3-methyl ester